(3S)-N-cyclobutyl-3-({1-cyclopentyl-5-[2-(trifluoromethyl)phenyl]-1H-pyrazol-3-yl}formamido)-5-(3,3-difluoroazetidin-1-yl)pentanamide C1(CCC1)NC(C[C@H](CCN1CC(C1)(F)F)NC(=O)C1=NN(C(=C1)C1=C(C=CC=C1)C(F)(F)F)C1CCCC1)=O